[4,4-diethyl-1-[(1R)-1-[3-[(2'-hydroxyspiro[cyclopropane-1,3'-indane]-1'-yl)carbamoyl]phenyl]-3-methoxy-propyl]-6-oxo-hexahydropyrimidin-2-ylidene]ammonium C(C)C1(NC(N(C(C1)=O)[C@H](CCOC)C1=CC(=CC=C1)C(NC1C(C2(C3=CC=CC=C13)CC2)O)=O)=[NH2+])CC